N[C@@H]1CN(CC[C@H]1F)C1=NC2=C(N1CC=1N=CC(=NC1)C#N)C(=CC(=C2)F)F 5-((2-((3R,4R)-3-amino-4-fluoro-1-piperidinyl)-5,7-difluoro-1H-benzimidazol-1-yl)methyl)-2-pyrazinecarbonitrile